C123C4(OCCCOCC35[Co]1[Co]52)CN(C4)C(=O)OCC4=CC=CC=C4 Benzyl 3',7'-dioxa-10',11'-dicobaltaspiro[azetidine-3,2'-tetracyclo[7.2.0.01,10.09,11]Undecane]-1-carboxylate